C(C1=CC=CC=C1)N1CC(N(CC1)C1=CC=C(C=C1)OC)C(=O)O 4-benzyl-1-(4-methoxyphenyl)piperazine-2-carboxylic acid